(4-oxo-3,4-dihydro-phthalazin-1-yl)benzonitrile O=C1NN=C(C2=CC=CC=C12)C1=C(C#N)C=CC=C1